C(C)OC1=CC=C(C=C1)C1=CN=CC(=N1)C(=O)N/N=C/C=1C(=NC=C(C1)O)F (E)-6-(4-ethoxyphenyl)-N'-((2-fluoro-5-hydroxypyridin-3-yl)methylene)pyrazine-2-carbohydrazide